2-amino-5-ethylthio-1,3,4-thiadiazole NC=1SC(=NN1)SCC